C1(CC1)C=1N=NN(C1)[C@@H](C(=O)N1[C@@H](C[C@H](C1)O)C(=O)NCC1NS(CC1)(=O)=O)C(C)(C)C (2S,4R)-1-[(2R)-2-(4-cyclopropyltriazol-1-yl)-3,3-dimethyl-butanoyl]-N-[(1,1-dioxo-1,2-thiazolidin-3-yl)methyl]-4-hydroxy-pyrrolidine-2-carboxamide